C[C@]12CC3(CC(C[C@@](C1)(C3)C)C2)NC(NC2=C(C=C(C(=O)NCCCCCC(=O)NO)C=C2)F)=O 4-(3-((1r,3r,5s,7r)-3,5-dimethyladamantan-1-yl)ureido)-3-fluoro-N-(6-(hydroxyamino)-6-oxohexyl)benzamide